COC(=O)C1=NN(C=N1)CC1=CC(=C(C=C1)F)F.NC=1C=CC(=NC1)C(C(C)(C=1C=NC=CC1)C)=O 1-(5-aminopyridin-2-yl)-2-methyl-2-(pyridin-3-yl)propan-1-one methyl-1-[(3,4-difluorophenyl)methyl]-1,2,4-triazole-3-carboxylate